(1S)-1-[2-(6-pyrazol-1-ylpyrimidin-4-yl)-1,2,4-triazol-3-yl]ethanamine N1(N=CC=C1)C1=CC(=NC=N1)N1N=CN=C1[C@H](C)N